2-chloro-6-hydroxyphenylboronic acid ClC1=C(C(=CC=C1)O)B(O)O